C(C)[NH+](CC)CC.P(O[C@H]1[C@H]([C@@H](C[C@@H]1CO)N1C2=NC=NC(=C2N=C1)NC(C1=CC=CC=C1)=O)O[Si](C)(C)C(C)(C)C)(O)=O (1R,2S,3R,5R)-3-(6-benzamido-9H-purin-9-yl)-2-((tert-butyldimethylsilyl)oxy)-5-(hydroxymethyl)cyclopentyl hydrogen phosphonate, triethylammonium salt